C(C1=CC=CC=C1)OC(C1=C(C(=CC=C1)NC1CCC(CC1)C(NC1=CC(=C(C=C1)C)OC)=O)[N+](=O)[O-])=O 3-[[4-[(3-methoxy-4-methyl-phenyl)carbamoyl]cyclohexyl]amino]-2-nitro-benzoic acid benzyl ester